trans-N1-(5-fluoro-4-(4-fluoro-1-isopropyl-2-methyl-1H-benzo[d]imidazol-6-yl)pyrimidin-2-yl)cyclohexane-1,4-diamine FC=1C(=NC(=NC1)N[C@@H]1CC[C@H](CC1)N)C=1C=C(C2=C(N(C(=N2)C)C(C)C)C1)F